2-({4-[2-(4-cyanophenyl)-2-methyl-1,3-benzodioxol-4-yl]piperidin-1-yl}methyl)-1-(2-methoxyethyl)-1H-benzimidazole-6-carboxylic acid C(#N)C1=CC=C(C=C1)C1(OC2=C(O1)C=CC=C2C2CCN(CC2)CC2=NC1=C(N2CCOC)C=C(C=C1)C(=O)O)C